bis(3,4-dimethylphenyl) thioether CC=1C=C(C=CC1C)SC1=CC(=C(C=C1)C)C